O1COC2=C1C=CC=C2NC2=CC(=NC(=C2)Cl)C(=O)NC2=CC=CC=C2 4-(benzo[d][1,3]dioxol-4-ylamino)-6-chloro-N-phenylpyridin-amide